OC1=C(C=C(C=C1)C(CC)C1=CC(=C(C=C1)O)C(C)(C)C)C(C)(C)C 1,1-bis(4-hydroxy-3-tertbutylphenyl)propane